(1s,3s)-1-(3-azabicyclo[3.2.0]hept-3-yl)-3-(6-bromo-3,3-dimethyl-2-oxo-2,3-dihydro-1H-pyrrolo[3,2-b]pyridin-1-yl)cyclobutane-1-carbonitrile [C@H]12CN(CC2CC1)C1(CC(C1)N1C(C(C2=NC=C(C=C21)Br)(C)C)=O)C#N